C(C=C)C(C(=O)O)C.C(CC)(=O)OCC=C prop-2-enyl propanoate (allyl propionate)